6-(cyclopropanecarboxamido)-4-((6-(3-(3,3-difluoroazetidin-1-yl)piperidin-1-yl)-[1,2,4]triazolo[1,5-a]pyridin-2-yl)amino)-N-methylpyridazine-3-carboxamide C1(CC1)C(=O)NC1=CC(=C(N=N1)C(=O)NC)NC1=NN2C(C=CC(=C2)N2CC(CCC2)N2CC(C2)(F)F)=N1